1-(5-acetyl-4-hydroxy-2-methoxyphenyl)-3-(2-methoxyphenyl)urea C(C)(=O)C=1C(=CC(=C(C1)NC(=O)NC1=C(C=CC=C1)OC)OC)O